FC1=CC(=C(C=C1)N[C@H](C)C=1C=C(C=C2C(N(C(=NC12)N1CCOCC1)C)=O)C)N1CCN(CC1)C(CC)=O (R)-8-(1-((4-fluoro-2-(4-propionylpiperazin-1-yl)phenyl)amino)ethyl)-3,6-dimethyl-2-morpholinoquinazolin-4(3H)-one